tert-butyl (S)-(2-hydroxybutyl)((3-hydroxyquinolin-4-yl)methyl)carbamate O[C@H](CN(C(OC(C)(C)C)=O)CC1=C(C=NC2=CC=CC=C12)O)CC